tert-butyl 3-(4-{4-[2-fluoro-3-(propane-1-sulfonamido)phenyl]-3-(pyridin-4-yl)pyrazol-1-yl}phenyl)azetidine-1-carboxylate FC1=C(C=CC=C1NS(=O)(=O)CCC)C=1C(=NN(C1)C1=CC=C(C=C1)C1CN(C1)C(=O)OC(C)(C)C)C1=CC=NC=C1